ClC=1C=C(C=CC1OC)CO (3-chloro-4-methoxyphenyl)methanol